NC1=NC(=NC2=C(C=C(C=C12)[N+](=O)[O-])C1=C(C=C(C=C1C)\C=C\C#N)C)NC1=NC=C(C#N)C=C1 (E)-6-((4-Amino-8-(4-(2-cyanovinyl)-2,6-dimethylphenyl)-6-nitroquinazolin-2-yl)amino)nicotinonitrile